NC=1N=C(C2=C(N1)C=CN(C2=O)CC2=CC(=C1CCNCC1=C2)OC)NCCCC 2-amino-4-(butylamino)-6-((5-methoxy-1,2,3,4-tetrahydroisoquinolin-7-yl)methyl)pyrido[4,3-d]pyrimidin-5(6H)-one